FC(OC=1C=C(C(=NC1)NC=1C2=C(N=CN1)C=CC(=N2)N2[C@@H]1CN([C@H](C2)C1)C(=O)OC(C)(C)C)F)F tert-butyl (1S,4S)-5-[4-[[5-(difluoromethoxy)-3-fluoro-2-pyridyl]amino]pyrido[3,2-d]pyrimidin-6-yl]-2,5-diazabicyclo[2.2.1]heptane-2-carboxylate